tert-butyl 4-(azidomethyl)-2-azabicyclo[2.1.1]hexane-2-carboxylate N(=[N+]=[N-])CC12CN(C(C1)C2)C(=O)OC(C)(C)C